C(C)(C)(C)N(O)C(C)(C)C N,N-di-tert-butylhydroxylamine